cis-racemic-benzyl 2-((S)-1-((tert-butyldimethylsilyl)oxy)ethyl)-5-((2-chloro-7H-pyrrolo[2,3-d]pyrimidin-4-yl)amino)piperidine-1-carboxylate [Si](C)(C)(C(C)(C)C)O[C@@H](C)[C@@H]1N(C[C@@H](CC1)NC=1C2=C(N=C(N1)Cl)NC=C2)C(=O)OCC2=CC=CC=C2 |r|